FC=1C=CC=C2C=CC(=NC12)C(=O)O 8-fluoroquinolinecarboxylic acid